[Na+].[Na+].C1(=CC=C(C=C1)C1=NC=2C(N1)=CC=C(C2S(=O)(=O)O)S(=O)(=O)O)C2=NC=1C(N2)=CC=C(C1S(=O)(=O)[O-])S(=O)(=O)[O-] 2,2'-(1,4-phenylene)bis-[1H-benzimidazole-4,5-disulfonic acid], disodium salt